N-(2-(2-((3-(bis(4-methoxyphenyl)(phenyl)methoxy)propyl)(3-hydroxypropyl)amino)acetamido)ethyl)-5-((3aS,4S,6aR)-2-oxohexahydro-1H-thieno[3,4-d]imidazol-4-yl)pentanamide COC1=CC=C(C=C1)C(OCCCN(CC(=O)NCCNC(CCCC[C@@H]1SC[C@@H]2NC(N[C@@H]21)=O)=O)CCCO)(C2=CC=CC=C2)C2=CC=C(C=C2)OC